3-fluoro-5-[1,1,2,2-tetrafluoro-2-(trifluoromethoxy)ethyl]pyridin-2-amine FC=1C(=NC=C(C1)C(C(OC(F)(F)F)(F)F)(F)F)N